6-((6-methoxypyridin-3-yl)methyl)-3-(1H-pyrazol-3-yl)-3,6-diazabicyclo[3.1.1]heptane COC1=CC=C(C=N1)CN1C2CN(CC1C2)C2=NNC=C2